1-((R)-1,1-dioxidotetrahydro-2H-thiopyran-3-yl)-3-((S)-1-(5-fluoro-3-methylbenzofuran-2-yl)-2-methylpropyl)urea O=S1(C[C@@H](CCC1)NC(=O)N[C@@H](C(C)C)C=1OC2=C(C1C)C=C(C=C2)F)=O